ClC=1C(=NC=C(C1)CC)OC 3-chloro-5-ethyl-2-methoxypyridine